N-(2-Hydroxypropyl)acrylamid OC(CNC(C=C)=O)C